N-[5-[[(1R,2R)-2-(2-chlorophenyl)cyclopropyl]carbamoyl]-4-fluoro-2-methylphenyl]-2-methyl-1,3-thiazole-5-carboxamide ClC1=C(C=CC=C1)[C@@H]1[C@@H](C1)NC(=O)C=1C(=CC(=C(C1)NC(=O)C1=CN=C(S1)C)C)F